2-fluoro-4-[(5E)-5-(hydroxyimino)-5,6,7,8-tetrahydronaphthalen-2-yl]phenol FC1=C(C=CC(=C1)C1=CC=2CCC\C(\C2C=C1)=N/O)O